ClC1=CC(=CC(=N1)C1=CC(=NC=N1)C(=O)NC)C1CNCC2COCC(N21)=O 6-(6-chloro-4-(4-oxooctahydropyrazino[2,1-c][1,4]oxazin-6-yl)pyridin-2-yl)-N-methylpyrimidine-4-carboxamide